E-2-pentene C\C=C\CC